C1(=CC(=CC=C1)S(=O)(=O)CC(=O)C1=CC=C(C=C1)C1=NOC(=N1)C(F)(F)F)C 2-(m-tolylsulfonyl)-1-(4-(5-(trifluoromethyl)-1,2,4-oxadiazol-3-yl)phenyl)ethan-1-one